Trans-2-(1,3-dithian-2-yl)-4-phenyl-3-(4-(trifluoromethoxy)phenyl)cyclobut-2-ene-1-carboxylic acid methyl ester COC(=O)[C@@H]1C(=C([C@H]1C1=CC=CC=C1)C1=CC=C(C=C1)OC(F)(F)F)C1SCCCS1